FC1([C@H](C[C@H](CC1)[C@H](C(=O)NC1=NC=C(C=C1)OC1=NC=C(C=C1F)F)C)C1=CNC(C=C1)=O)F (R)-2-((1S,3R)-4,4-difluoro-3-(6-oxo-1,6-dihydro-pyridin-3-yl)-cyclohexyl)-N-(5-((3,5-difluoropyridin-2-yl)oxy)-pyridin-2-yl)-propanamide